C1(=CC=CC=C1)NC(=O)C=1N=NC=CC1 N-phenylpyridazine-3-formamide